4-(4-(4-(((3R,5R)-5-((1H-1,2,4-triazol-1-yl)methyl)-5-(2,4-difluorophenyl)tetrahydrofuran-3-yl)methoxy)-3-methylphenyl)piperazin-1-yl)-N-(2,5-difluorophenyl)benzamide N1(N=CN=C1)C[C@@]1(C[C@@H](CO1)COC1=C(C=C(C=C1)N1CCN(CC1)C1=CC=C(C(=O)NC2=C(C=CC(=C2)F)F)C=C1)C)C1=C(C=C(C=C1)F)F